(E)-3-(2-(methyl-(phenyl)carbamoyl)-1H-indol-5-yl)acrylic acid CN(C(=O)C=1NC2=CC=C(C=C2C1)/C=C/C(=O)O)C1=CC=CC=C1